NC1=C(C(=C(S1)C(=O)N)C)C(CC)=O 5-amino-3-methyl-4-propionylthiophene-2-carboxamide